ethyl 3-methyl-2-[4-(tetramethyl-1,3,2-dioxaborolan-2-yl)-1H-pyrazol-1-yl]butanoate CC(C(C(=O)OCC)N1N=CC(=C1)B1OC(C(O1)(C)C)(C)C)C